NC1=C(C=C(C=C1)C=1C=C2C(=NN(C2=CC1)C(C1=CC=CC=C1)(C1=CC=CC=C1)C1=CC=CC=C1)NC(=O)C1CCN(CC1)C)F N-[5-(4-amino-3-fluorophenyl)-1-trityl-1H-indazol-3-yl]-1-methylpiperidine-4-carboxamide